tert-butyl 4-(((5-chloro-2-phenoxybenzyl)amino)methyl)piperidine-1-carboxylate ClC=1C=CC(=C(CNCC2CCN(CC2)C(=O)OC(C)(C)C)C1)OC1=CC=CC=C1